FC1CN(C1)C1=NC(=C(C(=C1C#N)C1=CC=C(C=C1)[C@H]1COCC1)C#N)SC |o1:19| (S*)-2-(3-fluoroazetidin-1-yl)-6-(methylthio)-4-(4-(tetra-hydrofuran-3-yl)phenyl)pyridine-3,5-dicarbonitrile